4-amino-1-methyl-N-(6-oxo-2,5-dioxa-7-azaspiro[3.4]octan-7-yl)-N-[[5-(trifluoromethyl)-2-pyridyl]methyl]pyrazolo[4,3-c]quinoline-8-carboxamide NC1=NC=2C=CC(=CC2C2=C1C=NN2C)C(=O)N(CC2=NC=C(C=C2)C(F)(F)F)N2C(OC1(COC1)C2)=O